CN(C/C=C/C(=O)NC1=C(C=C(C(=C1)NC1=NC=CC(=N1)C1=CN(C2=CC=CC=C12)C)OC)N(C)C)C (E)-4-(dimethylamino)-N-(2-(dimethylamino)-4-methoxy-5-((4-(1-methyl-1H-indol-3-yl)pyrimidin-2-yl)amino)phenyl)but-2-enamide